C(CCC\C=C/CC)OC(CCC(=O)OCCCCCCCN(CCCCCCCOC(CCC(OCCCC\C=C/CC)OCCCC\C=C/CC)=O)CCN(CCO)CCCCCCCCCOC(C(CCCCCC)CCCC)=O)OCCCC\C=C/CC ((2-((9-((2-butyloctanoyl)oxy)nonyl)(2-hydroxyethyl)amino)ethyl)azanediyl)bis(heptane-7,1-diyl) bis(4,4-bis(((Z)-oct-5-en-1-yl)oxy)butanoate)